FC(OC=1C=C(C(=O)O)C=C(C1)S(=O)(=O)C(F)(F)F)(F)F 3-(trifluoromethoxy)-5-(trifluoromethylsulfonyl)benzoic acid